COC1=CC2=CC3=CC=C(C=C3C=C2C=C1)OC 2,6-dimethoxyanthracene